FC(OC=1C=C(OC2=NC=3N(C(N(C(C3N2CC2=CC=C(C=C2)F)=O)CCCO)=O)C)C=CC1)F 8-(3-(difluoromethoxy)phenoxy)-7-(4-fluorobenzyl)-1-(3-hydroxypropyl)-3-methyl-1H-purine-2,6(3H,7H)-dione